methyl 1-(6-bromo-3-cyanopyrazolo[1,5-a]pyridin-4-yl)azetidine-3-carboxylate BrC=1C=C(C=2N(C1)N=CC2C#N)N2CC(C2)C(=O)OC